[6-(1H-1,2,4-triazol-5-yl)-2-azaspiro[3.3]heptan-2-yl]-[6-[[6-(trifluoromethyl)-3-pyridyl]methyl]-2-azaspiro[3.3]heptan-2-yl]methanone N1N=CN=C1C1CC2(CN(C2)C(=O)N2CC3(C2)CC(C3)CC=3C=NC(=CC3)C(F)(F)F)C1